N-((5-(5-(difluoromethyl)-1,3,4-oxadiazol-2-yl)pyridin-2-yl)methyl)-3-fluoroaniline FC(C1=NN=C(O1)C=1C=CC(=NC1)CNC1=CC(=CC=C1)F)F